4-(methoxycarbonyl)-phenylboronic acid COC(=O)C1=CC=C(C=C1)B(O)O